C(C)(=O)C=1C=C(C=CC1)NC(=O)NC=1C(=C2C(N(C=NC2=CC1)C(COC)C)=O)C1=CC=C(C=C1)F 1-(3-acetylphenyl)-3-(5-(4-fluorophenyl)-3-(1-methoxypropan-2-yl)-4-oxo-3,4-dihydroquinazolin-6-yl)urea